ClC=1C=C(C=CC1Cl)NC=1C=C2C3=C(N(C2=CC1)CCNC(=N)N)CNCC3 1-(2-(6-(3,4-Dichlorophenylamino)-3,4-dihydro-1H-pyrido[3,4-b]indol-9(2H)-yl)ethyl)guanidine